Cl.COC(=O)[C@H]1NC[C@H](C1)N1N=NC=C1C(C)(C)O (2S,4S)-4-(5-(2-hydroxypropan-2-yl)-1H-1,2,3-triazol-1-yl)pyrrolidine-2-carboxylic acid methyl ester hydrochloride